(S)-7-(4-fluorobenzyl)-2-isopropyl-2,3-dihydro-1H-pyrido[2,3-b][1,4]oxazine FC1=CC=C(CC2=CC3=C(OC[C@@H](N3)C(C)C)N=C2)C=C1